Cl.N[C@H](C(=O)NC1ONOCC1)CC1=CC=CC=C1 (2S)-2-amino-N-(2,6-dioxapiperidin-3-yl)-3-phenylpropionamide hydrochloride